N-[2,6-bis(propan-2-yl)phenyl]-2-chloroacetamide CC(C)C1=C(C(=CC=C1)C(C)C)NC(CCl)=O